F[C@H]1[C@@H](CN(CC1)C1=NC2=C(N1CC1=NC=C(C=C1)F)C=C(C=C2)F)N (3R,4R)-4-Fluoro-1-(6-fluoro-1-((5-fluoro-2-pyridinyl)methyl)-1H-benzimidazol-2-yl)-3-piperidinamin